FC1CN(C1)C1=CC=C(C=C1)[N+](=O)[O-] 3-fluoro-1-(4-nitrophenyl)azetidine